CC1(CN(CCO1)C(=O)O[C@@H]1CC[C@H](CC1)C(N(C[C@@H]1CC[C@H](CC1)C1=NC(=C(C=C1)OC)C)C1=NC=CC(=C1)C=1N=C(OC1)C1CC1)=O)C trans-4-((4-(2-Cyclopropyloxazol-4-yl)pyridin-2-yl)-((trans-4-(5-meth-oxy-6-methyl-pyridin-2-yl)cyclohexyl)methyl)carbamoyl)cyclohexyl 2,2-dimethylmorpholine-4-carboxylate